2-chloro-N-cyclopentyl-6-methylpyrimidin-4-amine ClC1=NC(=CC(=N1)NC1CCCC1)C